C(CCC)C(CCOC(CCC#N)OCCC(CCCC)CCCC)CCCC 4,4-bis((3-butylheptyl)oxy)butanenitrile